1,3-bis(4-aminophenoxy)-1,1,3,3-tetramethyldisiloxane NC1=CC=C(O[Si](O[Si](C)(C)OC2=CC=C(C=C2)N)(C)C)C=C1